1-(3-(benzyloxy)-4-methoxyphenyl)cyclopropanecarboxylic acid C(C1=CC=CC=C1)OC=1C=C(C=CC1OC)C1(CC1)C(=O)O